C(C=C)(=O)NCCS(=O)(=O)O 2-acrylamido-ethanesulfonic acid